1,2,3,4-tetrahydro-2-dibenzofuranamine C1C(CCC=2OC3=C(C21)C=CC=C3)N